C(C)(C)(C)OC(=O)NCC(=O)NC[C@@H](C(=O)OCC1=CC=CC=C1)NC(C1=C(C=C(C=C1Cl)C1=CC=CC=C1)Cl)=O Benzyl (2S)-3-[[2-(tert-butoxycarbonylamino)acetyl]amino]-2-[(2,6-dichloro-4-phenyl-benzoyl)amino]propanoate